C1(CCC1)N1N=C(C(=C1N)C)CC1CCC1 1-cyclobutyl-3-(cyclobutylmethyl)-4-methyl-1H-pyrazol-5-amine